ClC=1C=2C(N=C3N(C2C=CC1)C1=CC=C(C=C1C3(C)C)C3CC(CCC3)=O)=O 4-chloro-7,7-dimethyl-9-(3-oxocyclohexyl)indolo[1,2-a]quinazolin-5(7H)-one